OCC=1C=C(C(=O)N[C@@H]2COC3=C2C=CC(=C3)C3=NOC(=N3)COC)C=CC1 (S)-3-(hydroxymethyl)-N-(6-(5-(methoxymethyl)-1,2,4-oxadiazol-3-yl)-2,3-dihydrobenzofuran-3-yl)benzamide